C1(=CC=CC=C1)C1=C2C=CC(C(=C3C=CC(=C(C=4C=CC(=C(C5=CC=C1N5)C5=CC=CC=C5)N4)C4=CC=CC=C4)N3)C3=CC=CC=C3)=N2.[Co+2] Cobalt (II) Tetraphenylporphyrin